(R)-6-(2,3-dihydrobenzofuran-5-sulfonimidoyl)-2-((6-methoxypyridin-3-yl)methyl)phthalazin O1CCC2=C1C=CC(=C2)[S@@](=O)(=N)C=2C=C1C=NN(CC1=CC2)CC=2C=NC(=CC2)OC